C(=C)[Si](CCl)(CCl)C vinyl-methyl-bis(chloromethyl)silane